CN(C/C=C/C(=O)N)C trans-4-dimethylamino-2-butenamide